5-chloro-2-(4-(((3R,5R)-5-fluoro-1-methylpiperidin-3-yl)amino)-7,8-dihydro-5H-pyrano[3,4-d]pyridazin-1-yl)phenol ClC=1C=CC(=C(C1)O)C1=C2C(=C(N=N1)N[C@H]1CN(C[C@@H](C1)F)C)COCC2